Br.FC1C2NCCCOC12 8-Fluoro-2-oxa-6-azabicyclo[5.1.0]octane hydrobromide